2-(2-Oxo-8-(9H-purin-6-yl)-1,3,8-triazaspiro[4.5]decan-3-yl)-N-(4-(trifluoromethyl)phenyl)acetamide hydrochloride Cl.O=C1NC2(CN1CC(=O)NC1=CC=C(C=C1)C(F)(F)F)CCN(CC2)C2=C1N=CNC1=NC=N2